Trimethylpropane trimethacrylate CC(=C)C(=O)OCC(C(C)(C)C)(OC(=O)C(=C)C)OC(=O)C(=C)C